CC1(OB(OC1(C)C)C1=C(C2=C3C(=C(C(=C(C3=C3C(=C(C(=C(C3=C2C(=C1[2H])[2H])[2H])[2H])[2H])[2H])[2H])[2H])[2H])[2H])[2H])C 4,4,5,5-tetramethyl-2-(triphenylen-2-yl-d11)-1,3,2-dioxaborolane